2-((1-(3-fluorobenzyl)piperidin-4-yl)methyl)-5-(piperidin-4-yl)-2,3-dihydro-1H-indene-1-one FC=1C=C(CN2CCC(CC2)CC2C(C3=CC=C(C=C3C2)C2CCNCC2)=O)C=CC1